BrC(CBr)[2H] 1,2-Dibromoethane-d